C1(=CC=CC=C1)S(=O)(=O)NC=1C=C(C=CC1)CN1CCC(CC1)(CC#N)N1N=C(C(=C1)C(=O)N)NC(=O)C1CC1 1-[1-[[3-(benzenesulfonamido)phenyl]methyl]-4-(cyanomethyl)-4-piperidyl]-3-(cyclopropanecarbonylamino)pyrazole-4-carboxamide